N1C[C@@H](CC1)C(=O)OCC ethyl (R)-pyrrolidine-3-carboxylate